2,2'-bis(2-chlorophenyl)-4,4',5,5'-tetra(4-bromophenyl)-1,2'-biimidazole ClC1=C(C=CC=C1)C=1N(C(=C(N1)C1=CC=C(C=C1)Br)C1=CC=C(C=C1)Br)C1(N=C(C(=N1)C1=CC=C(C=C1)Br)C1=CC=C(C=C1)Br)C1=C(C=CC=C1)Cl